C1(=CC=CC=C1)[C@@]1([C@H](CCCC1)CC1=NC=CC=C1)O (1R,2R)-1-phenyl-2-(pyridin-2-ylmethyl)cyclohexanol